C1(CC1)C1=NC(=C(C#N)C=C1)NC1COCCCC1 6-cyclopropyl-2-(oxepan-3-ylamino)nicotinonitrile